diphospho glycerate C(C(O)CO)(=O)OP(=O)(O)OP(=O)(O)O